5-bromo-4-cyclopropoxy-pyrimidin-2-amine BrC=1C(=NC(=NC1)N)OC1CC1